2-hydroxy-5-(5-hydroxy-6,7-dimethoxy-4-oxo-4H-chromen-2-yl)phenolate OC1=C(C=C(C=C1)C=1OC2=CC(=C(C(=C2C(C1)=O)O)OC)OC)[O-]